1-[4-[(4-bromophenyl)sulfonyl-methyl-amino]phenyl]-6-fluoro-9H-pyrido[3,4-b]indole-3-carboxylic acid BrC1=CC=C(C=C1)S(=O)(=O)N(C1=CC=C(C=C1)C1=NC(=CC2=C1NC1=CC=C(C=C21)F)C(=O)O)C